C(C)SC1=C(N=CN1C)C1=NC2=C(N1C)C=C1C(=C2)OC(C(O1)(F)F)(F)F 2-[5-(ethylsulfanyl)-1-methyl-1H-imidazol-4-yl]-6,6,7,7-tetrafluoro-1-methyl-6,7-dihydro-1H-[1,4]dioxino[2,3-f]benzimidazole